methyl 4-(benzyloxy)-1-(4-chlorophenyl)-7-(3-(ethoxycarbonyl)thioureido)-1H-pyrazolo[3,4-c]pyridine-5-carboxylate C(C1=CC=CC=C1)OC1=C2C(=C(N=C1C(=O)OC)NC(=S)NC(=O)OCC)N(N=C2)C2=CC=C(C=C2)Cl